Ethyl 2-(4-((3-(4-(tert-butyl)-phenyl)-2,5-dioxoimidazolin-1-yl)methyl)-2,6-dimethylphenoxy)-2-methylpropionate C(C)(C)(C)C1=CC=C(C=C1)N1C(N(C(C1)=O)CC1=CC(=C(OC(C(=O)OCC)(C)C)C(=C1)C)C)=O